(S)-6-(1-amino-1,3-dihydrospiro[indene-2,4'-piperidin]-1'-yl)-3-(spiro[indene-1,3'-oxetan]-3-yl)-1,5-dihydro-4H-pyrazolo[3,4-d]pyrimidin-4-one N[C@@H]1C2=CC=CC=C2CC12CCN(CC2)C=2NC(C1=C(N2)NN=C1C1=CC2(COC2)C2=CC=CC=C12)=O